BrC1=CCC(CC1)OCC1CN(CCC1=O)C1=NC=CC=C1 3-[[(4-bromocyclohex-3-en-1-yl)oxy]methyl]-1-(pyridine-2-yl)piperidine-4-one